1-(4-(chloromethyl)benzyl)-4-(3-methoxyphenyl)piperazine ClCC1=CC=C(CN2CCN(CC2)C2=CC(=CC=C2)OC)C=C1